2,3,4-trimethylheptanal CC(C=O)C(C(CCC)C)C